FS(C1=CC=C(OCCCC(=O)NCC(=O)OC)C=C1)(F)(F)(F)F methyl (4-(4-(pentafluoro-λ6-sulfanyl)phenoxy)butanoyl)glycinate